3''-chloro-4''-hydroxyl-3-(2-hydroxypropane-2-yl)-5',6''-dimethyl-2H,2''H-[1,2':4',1''-terpyridine] ClC=1CN(C(=CC1O)C)C1=CC(=NC=C1C)N1CC(=CC=C1)C(C)(C)O